2-(6-(((1R,4R,5R,6R)-6-fluoro-1,4-dimethyl-2-azabicyclo[2.2.2]octan-5-yl)oxy)pyridazin-3-yl)-5-(1H-1,2,3-triazol-1-yl)phenol F[C@H]1[C@@H]([C@]2(CN[C@@]1(CC2)C)C)OC2=CC=C(N=N2)C2=C(C=C(C=C2)N2N=NC=C2)O